2,6-dichloro-N-[4-(2-oxo-1,2-dihydro-pyridin-4-yl)-benzyl]-benzamide ClC1=C(C(=O)NCC2=CC=C(C=C2)C2=CC(NC=C2)=O)C(=CC=C1)Cl